C1(CC1)C=1C=NC=2N(C1)N=C(N2)CN (6-cyclopropyl-[1,2,4]triazolo[1,5-a]pyrimidin-2-yl)methanamine